S1C(CCCC1)N=O tetrahydrothiopyranyl-iminooxide